5-(2-(2-(benzyloxy)ethoxy)ethoxy)-N,N-bis(3-methoxybenzyl)pyridin-2-amine C(C1=CC=CC=C1)OCCOCCOC=1C=CC(=NC1)N(CC1=CC(=CC=C1)OC)CC1=CC(=CC=C1)OC